C(C)OC(CC=1N=C(SC1)CNC(=O)CN1N=C(C=2C(=CC=CC12)C1=C(C=C2C=NN(C2=C1)C)F)C1CCN(CC1)C(=O)OC(C)(C)C)=O tert-butyl 4-{1-[({[4-(2-ethoxy-2-oxoethyl)-1,3-thiazol-2-yl] methyl} carbamoyl)methyl]-5'-fluoro-1'-methyl-[4,6'-biindazol]-3-yl}piperidine-1-carboxylate